COC(=O)N1CC2=C(CC1)N=C(S2)C2=C1N=CC(=NC1=CC(=C2)C)OC(F)F 2-(2-(difluoromethoxy)-7-methylquinoxalin-5-yl)-6,7-dihydrothiazolo[5,4-c]pyridine-5(4H)-carboxylic acid methyl ester